(tert-butyl)-5-(1-(benzenesulfonyl)-1H-indol-3-yl)pyrazolo[1,5-a]quinazoline C(C)(C)(C)C1=NN2C(N=C(C3=CC=CC=C23)C2=CN(C3=CC=CC=C23)S(=O)(=O)C2=CC=CC=C2)=C1